Diethyl (2-fluorophenylthio)methylphosphonate FC1=C(C=CC=C1)SCP(OCC)(OCC)=O